5-methyl-2-phenyl-4-(3-chlorophenyl-imino)-2,4-dihydro-3H-pyrazol-3-one CC=1C(C(N(N1)C1=CC=CC=C1)=O)=NC1=CC(=CC=C1)Cl